ethylene glycol distearate stearate C(CCCCCCCCCCCCCCCCC)(=O)O.C(CCCCCCCCCCCCCCCCC)(=O)O.C(CCCCCCCCCCCCCCCCC)(=O)O.C(CO)O